3-(8-(pyrimidin-4-yl)quinolin-5-yl)propionic acid N1=CN=C(C=C1)C=1C=CC(=C2C=CC=NC12)CCC(=O)O